(2-bromoethene-1,1,2-triyl)tribenzene BrC(=C(C1=CC=CC=C1)C1=CC=CC=C1)C1=CC=CC=C1